CIS-3-[1-(Cyclobutyl-methyl)-8-methylamino-2-oxo-8-phenyl-1,3-diazaspiro[4.5]decan-3-yl]-2,2-dimethyl-propionamide C1(CCC1)CN1C(N(CC12CCC(CC2)(C2=CC=CC=C2)NC)CC(C(=O)N)(C)C)=O